(((1-(5-(1-ethyl-1H-pyrazol-3-yl)-1,2,4-oxadiazol-3-yl)-1,2,3,4-tetrahydroquinolin-6-yl) methyl) amino) propionate C(CC)(=O)ONCC=1C=C2CCCN(C2=CC1)C1=NOC(=N1)C1=NN(C=C1)CC